C(C)(C)(C)OC(=O)N1C(C[C@@H](CC1)C(NOCC=C)=O)(C)C.C(C)OC1=C(C=CC(=C1)OCC)C1=NC(=CC(=C1)C1=CC=C(C=C1)NC1=CC=C(C=C1)OC(C)(C)C)C1=C(C=C(C=C1)OCC)OCC |r| 2,6-bis(2,4-diethyloxyphenyl)-4-(4-(4-tert-butyloxyphenyl)aminophenyl)pyridine tert-Butyl-rac-4-(allyloxycarbamoyl)-2,2-dimethyl-piperidine-1-carboxylate